C(C)(C)(C)OC(N(C)CC1C(C1)OCCO[Si](C)(C)C(C)(C)C)=O (1-(2-((tert-butyldimethylsilyloxy)ethoxy)cyclopropyl)methyl)(methyl)carbamic acid tert-butyl ester